para-methyl-cresol CC=1C=C(C(=CC1)O)C